3,4-Diamino-5-methylbenzene-1-sulfonic acid NC=1C=C(C=C(C1N)C)S(=O)(=O)O